COC(COC=1C=CC(=C2C=CC=NC12)Cl)=O (5-chloro-8-quinolinoxy)-acetic acid methyl ester